OC(C(=O)OC)C1CC2=C(C=3NC4=C(C=C(C=C4C13)F)F)C=CC(=C2)F methyl 2-hydroxy-2-{3,8,10-trifluoro-5H,6H,11H-benzo[a]carbazol-6-yl}acetate